C1(CCCC1)C1=C(C=NC=2N1N=CC2)NC(=O)NC=2C=C(C(=NC2)C2=NOC(=N2)CCCCC(=O)O)C 5-{3-[5-({[(7-Cyclopentylpyrazolo[1,5-a]pyrimidin-6-yl)amino]carbonyl}amino)-3-methylpyridin-2-yl]-1,2,4-oxadiazol-5-yl}pentanoic acid